C(C)(=O)O[C@H]1C[C@H]([C@H]([C@H]1CCCCCC(C(=[Se])OC)C1=CC=CC=C1)CO)OC1OCCCC1 methyl (2E)-7-((1R,2R,3R,5S)-5-acetoxy-2-hydroxymethyl-3-((tetrahydro-2H-pyran-2-yl)oxy)cyclopentyl)2-phenylselenoheptanoate